(R)-2-([1,2,4]triazolo[1,5-a]quinolin-7-yl)-2-amino-4,4-dimethylpentanoic acid isopropyl ester C(C)(C)OC([C@](CC(C)(C)C)(N)C=1C=C2C=CC=3N(C2=CC1)N=CN3)=O